ClC=1C(=NC(=NC1)NC1=CC(=C(C=C1)N1CCN(C2(CC2)C1)C)F)C(=O)NC1=C(C=CC=C1OC)C#N 5-chloro-N-(2-cyano-6-methoxyphenyl)-2-((3-fluoro-4-(4-methyl-4,7-diazaspiro[2.5]octane-7-yl)phenyl)amino)pyrimidine-4-carboxamide